3-((Boc)(methyl)amino)-2-(3-chloro-4-fluorophenyl)propionic acid C(=O)(OC(C)(C)C)N(CC(C(=O)O)C1=CC(=C(C=C1)F)Cl)C